1-(3-methylquinuclidin-3-yl)-3-(2-(4'-(morpholine-4-carbonyl)biphenyl-4-yl)propan-2-yl)urea CC1(CN2CCC1CC2)NC(=O)NC(C)(C)C2=CC=C(C=C2)C2=CC=C(C=C2)C(=O)N2CCOCC2